NC1=NN2C(N=C(C=C2)C=2C=C3CN(C(C3=C(C2)C(C)C)=O)[C@@H](C)C2CC2)=C1C(=O)NC1CC1 2-amino-N-cyclopropyl-5-{2-[(1S)-1-cyclopropylethyl]-1-oxo-7-(propan-2-yl)-2,3-dihydro-1H-isoindol-5-yl}pyrazolo[1,5-a]pyrimidine-3-carboxamide